2-{4-[(5,6-diphenylpyrazin-2-yl)(2-propyl)amino]butoxy}-N-methanesulfonylacetamide C1(=CC=CC=C1)C=1N=CC(=NC1C1=CC=CC=C1)N(CCCCOCC(=O)NS(=O)(=O)C)C(C)C